C(C)C1=CC=C(S1)OC=1C=C(C(=O)O)C=CC1 3-[(5-ethyl-2-thienyl)oxy]benzoic acid